C(C)C1=C(C=O)C(=CC=C1)C 2-ETHYL-6-METHYLBENZALDEHYDE